1-((2R,3R,4S,5S)-5-acetyl-4-((tert-butyldimethylsilyl)oxy)-3-methoxytetrahydrofuran-2-yl)pyrimidine-2,4(1H,3H)-dione C(C)(=O)[C@@H]1[C@H]([C@H]([C@@H](O1)N1C(NC(C=C1)=O)=O)OC)O[Si](C)(C)C(C)(C)C